1-[5-chloro-4-({6-chloro-7-[4-(3-methyloxetan-3-yl)piperazin-1-yl]quinazolin-2-yl}amino)-1H-pyrazol-1-yl]-2-methylpropan-2-ol ClC1=C(C=NN1CC(C)(O)C)NC1=NC2=CC(=C(C=C2C=N1)Cl)N1CCN(CC1)C1(COC1)C